NC=1C=NC(=C(C(=O)OC)C1)OC(F)F methyl 5-amino-2-(difluoromethoxy)Nicotinate